((2-benzylcyclopropyl)methyl)-2-methoxy-6-morpholino-1H-benzo[d]Imidazole-1-carboxamide C(C1=CC=CC=C1)C1C(C1)CC1=CC(=CC=2N(C(=NC21)OC)C(=O)N)N2CCOCC2